(2-(difluoromethoxy)-5-methoxy-4-nitrophenyl)(4-ethylpiperazin-1-yl)methanone FC(OC1=C(C=C(C(=C1)[N+](=O)[O-])OC)C(=O)N1CCN(CC1)CC)F